FC1(CCN(CC1)C(=O)C=1C=NC(=CC1)NC1=NC2=C(C(=NC=C2)OC)N1)F (4,4-difluoropiperidin-1-yl)(6-((4-methoxy-3H-imidazo[4,5-c]pyridin-2-yl)amino)pyridin-3-yl)methanone